4-toluenesulfonylpiperazine C(C1=CC=CC=C1)S(=O)(=O)N1CCNCC1